4-propyl-cyclohexyl-2,3-difluorophenol C(CC)C1CCC(CC1)C1=C(C(=C(C=C1)O)F)F